3-acrylamido-N,N-dimethylpropylamine C(C=C)(=O)NCCCN(C)C